4-(4-Dimethylamino-2-oxo-2,3-dihydro-1H-1,3-benzodiazol-1-yl)-N-(4-iodophenyl)-piperidine-1-carboxamide CN(C1=CC=CC=2N(C(NC21)=O)C2CCN(CC2)C(=O)NC2=CC=C(C=C2)I)C